4-Chloro-7-(4-{4-[4-({4-[2-(2,6-dioxopiperidin-3-yl)-1-oxo-2,3-dihydro-1H-isoindol-5-yl]piperazin-1-yl}methyl)piperidine-1-carbonyl]phenyl}piperidin-1-yl)-1H-indole-3-carbonitrile ClC1=C2C(=CNC2=C(C=C1)N1CCC(CC1)C1=CC=C(C=C1)C(=O)N1CCC(CC1)CN1CCN(CC1)C=1C=C2CN(C(C2=CC1)=O)C1C(NC(CC1)=O)=O)C#N